[Br-].CCCC1=C(C=CC=C1)P(C1=CC=CC=C1)C1=CC=CC=C1 (3-propyl)triphenylphosphine bromide